5-(4-amino-phenyl)-3-[1-(2,6-dichloro-3-fluoro-phenyl)-ethoxy]-pyridin-2-ylamine NC1=CC=C(C=C1)C=1C=C(C(=NC1)N)OC(C)C1=C(C(=CC=C1Cl)F)Cl